FC(C(=O)O)(F)F.FC=1C(=C(C=CC1)C1=C(NC=2C1=NC=CC2)C2=C(C=NC=C2)OCCNC)OC 2-({4-[3-(3-fluoro-2-methoxyphenyl)-1H-pyrrolo[3,2-b]pyridin-2-yl]pyridin-3-yl}oxy)-N-methylethanamine trifluoroacetate